C(C)(=O)NC=1C=C(C(=O)NCCOC2=C(C=C(C=C2)OC(F)(F)F)Cl)C=C(N1)C 2-acetamido-N-(2-(2-chloro-4-(trifluoromethoxy)phenoxy)ethyl)-6-methylisonicotinamide